(1S)-1-[3-(trifluoromethyl)phenyl]ethylamine FC(C=1C=C(C=CC1)[C@H](C)N)(F)F